Cl.N[C@H](C(=O)NC1=C(C=C(C=C1)SCC1=CC=CC=C1)C)CC1=CC=CC=C1 (S)-2-amino-N-(4-(benzylsulfanyl)-2-methylphenyl)-3-phenylpropanamide hydrochloride